(S)-pentan-3-yl 2-aminopropionate hydrochloride Cl.N[C@H](C(=O)OC(CC)CC)C